C(C)(C)(C)OC(NC12CCC(CC1)(CC2)C2(OC=1C(=C(C=3CCN(C(C3C1C)=O)CC=1C(=NC(=CC1C)C)OCC1=CC=CC=C1)C)O2)C)=O t-butyl(4-(6-((2-(benzyloxy)-4,6-dimethylpyridin-3-yl)methyl)-2,4,9-trimethyl-5-oxo-5,6,7,8-tetrahydro-[1,3]dioxolo[4,5-g]isoquinolin-2-yl)bicyclo[2.2.2]octan-1-yl)carbamate